COC=1C=C(C(=CC1)C1=CC=C(C=C1)C1=CC=C(C=C1)OCCCCC)O 4-methoxy-4''-(pentyloxy)-[1,1':4',1''-terphenyl]-2-ol